tri(n-octyl) trimellitate C(C=1C(C(=O)OCCCCCCCC)=CC(C(=O)OCCCCCCCC)=CC1)(=O)OCCCCCCCC